FC1=C(C(=CC=C1)F)NC(C(=O)N[C@H]1C[C@H](CCC1)NC1=CC(=NC2=CC=CC=C12)C(F)(F)F)=O N-(2,6-difluorophenyl)-N'-[(1R,3S)-3-{[2-(trifluoromethyl)quinolin-4-yl]amino}cyclohexyl]ethanediamide